(R)-4-((8-(1-propenylpiperidin-4-yl)-7-ethyl-5-methyl-6-oxo-5,6,7,8-tetrahydropteridin-2-yl)amino)-N-cyclopropyl-2-fluoro-5-methoxybenzamide C(=CC)N1CCC(CC1)N1[C@@H](C(N(C=2C=NC(=NC12)NC1=CC(=C(C(=O)NC2CC2)C=C1OC)F)C)=O)CC